FC=1C=C(C=C(C1C=1N=NC(=CC1)N(C1CC(NC(C1)(C)C)(C)C)C)O)C1=CC(N(C=C1)C)=O 4-(3-fluoro-5-hydroxy-4-(6-(methyl(2,2,6,6-tetramethylpiperidin-4-yl)amino)pyridazin-3-yl)phenyl)-1-methylpyridin-2(1H)-one